C(C)OC(=O)C1OCCC1 tetrahydrofuranic acid ethyl ester